2,2-dimethyl-1,3-dioxan-5-carbaldehyde CC1(OCC(CO1)C=O)C